BrC=1C=C(C=C(C1)Cl)C1=CC=C(C=C1)C#N 3'-bromo-5'-chloro-[1,1'-biphenyl]-4-carbonitrile